NC=1C=C2C(=NC=NC2=CC1)NC1=CC(=C(C=C1)F)Cl 6-amino-4-(3-chloro-4-fluoroanilino)quinazoline